O1CCN(CC1)C1=NC(=NC(=C1)NC=1SC(=CN1)C=1OC(=NN1)C1=CC=CC=C1)N1C[C@H](CC1)CO (S)-(1-(4-morpholino-6-((5-(5-phenyl-1,3,4-oxadiazol-2-yl)thiazol-2-yl)amino)pyrimidin-2-yl)pyrrolidin-3-yl)methanol